ClC1=CC=C(CNC(/C=C/C2=CC(=C(C=C2)OC(C(C)C)=O)OC)=O)C=C1 (E)-4-(3-((4-chlorobenzyl)amino)-3-oxoprop-1-en-1-yl)-2-methoxyphenylisobutyrate